O=C1CNCC(N1)C(=O)NC1=CC(=CC=C1)OC1=CC=CC=C1 6-oxo-N-(3-phenoxyphenyl)-2-piperazinecarboxamide